4-(methylaminomethyl)benzonitrile CNCC1=CC=C(C#N)C=C1